1H-1,2,4-triazolate N1N=C(N=C1)C(=O)[O-]